5-fluoro-2-(3-(cis-4-hydroxycyclohexyl)-1H-pyrrolo[2,3-c]pyridin-1-yl)-N-isopropyl-N-methylbenzamide FC=1C=CC(=C(C(=O)N(C)C(C)C)C1)N1C=C(C=2C1=CN=CC2)[C@@H]2CC[C@@H](CC2)O